1,2-biseicosanoyl-sn-glycero-3-phosphocholine C(CCCCCCCCCCCCCCCCCCC)(=O)OC[C@@H](OC(CCCCCCCCCCCCCCCCCCC)=O)COP(=O)([O-])OCC[N+](C)(C)C